(3-chloro-2-pyridinyl)-3-hydroxy-4,5-dihydro-1h-pyrazole-5-carboxylate ClC=1C(=NC=CC1)OC(=O)C1CC(=NN1)O